pentacetyl-niobium C(CCCCCCCCCCCCCCC)[Nb](CCCCCCCCCCCCCCCC)(CCCCCCCCCCCCCCCC)(CCCCCCCCCCCCCCCC)CCCCCCCCCCCCCCCC